BrC1=CC=2C(C3=CC=CC=C3C2C=C1)(C1=CC=C(C=C1)C=C)C1=C(C=CC(=C1)C)C 2-bromo-9-(2,5-dimethylphenyl)-9-(4-vinylphenyl)-9H-fluorene